N-(4-(4-amino-2-cyano-3-(methylamino)phenoxy)pyridin-2-yl)acetamide NC1=C(C(=C(OC2=CC(=NC=C2)NC(C)=O)C=C1)C#N)NC